1-(4-(3-(6-(1H-pyrazol-1-yl)pyrid-3-yl)-1-(2,6-difluorobenzyl)-5-((dimethyl-amino)methyl)-2,4-dioxo-1,2,3,4-tetrahydrothieno[2,3-d]pyrimidin-6-yl)phenyl)-3-(2,2-difluoroethyl)urea N1(N=CC=C1)C1=CC=C(C=N1)N1C(N(C2=C(C1=O)C(=C(S2)C2=CC=C(C=C2)NC(=O)NCC(F)F)CN(C)C)CC2=C(C=CC=C2F)F)=O